CN1C(C=CC2=C1C(=NNC2=O)C)=O 1,8-dimethyl-6H-pyrido[2,3-d]pyridazine-2,5-dione